BrC1=NN(C(=C1)CC(C)C)C1=CC(=NC=C1)OC(F)F 4-(3-bromo-5-isobutyl-1H-pyrazol-1-yl)-2-(difluoromethoxy)pyridine